BrC=1C=C2C(=NC1)NC(N2CC(=O)NC2CC2)=O 2-(6-bromo-2-oxo-2,3-dihydro-1H-imidazo[4,5-b]pyridin-1-yl)-N-cyclopropylacetamide